C1(CC1)C(=O)NC1=CC(=C(N=N1)C(=O)NC([2H])([2H])[2H])NC1=NC=CC=2C3=C([C@@H](N(C12)C)C)N=C(N3C(F)F)C (S)-6-(cyclopropanecarboxamido)-4-((1-(difluoromethyl)-2,4,5-trimethyl-4,5-dihydro-1H-imidazo[4,5-c][1,7]naphthyridin-6-yl)amino)-N-(methyl-d3)pyridazine-3-carboxamide